2-ethylhexoxypropylene glycol C(C)C(COC(C(C)O)O)CCCC